Cl.Cl.C(#N)CC1(CN(C1)S(=O)(=O)N)N1CCC(CC1)N[C@H]1[C@@H](C1)C1=CC=CC=C1 3-(cyanomethyl)-3-(4-{[(1R,2S)-2-phenylcyclopropyl]amino}piperidin-1-yl)azetidine-1-sulfonamide di-hydrochloric acid salt